ClC1=CC(=C2C(=N1)N(N=C2C)C)OC 6-chloro-4-methoxy-1,3-dimethyl-1H-pyrazolo[3,4-b]pyridine